methyl ((1,1-difluoroethyl)((6-hydroxy-5'-methyl-4-pentyl-2'-(prop-1-en-2-yl)-1',2',3',4'-tetrahydro-[1,1'-biphenyl]-2-yl)oxy)phosphoryl)-L-alaninate FC(C)(F)P(=O)(OC1=C(C(=CC(=C1)CCCCC)O)C1C(CCC(=C1)C)C(=C)C)N[C@@H](C)C(=O)OC